C1(=CC(=CC=C1)CC1N(CC2(CC2)C1NS(=O)(=O)C)C(C(C)C)=O)C1=CC=CC=C1 N-(6-([1,1'-biphenyl]-3-ylmethyl)-5-isobutyryl-5-azaspiro[2.4]heptan-7-yl)methanesulfonamide